2-[7-(8-azabicyclo[3.2.1]oct-2-en-3-yl)thieno[3,2-c]pyridazin-3-yl]-5-(1H-pyrazol-4-yl)phenol C12C=C(CC(CC1)N2)C2=CSC1=C2N=NC(=C1)C1=C(C=C(C=C1)C=1C=NNC1)O